C(C1=CC=CC=C1)N1C[C@@H](CCC1)NC(=O)OC(C)(C)C R-benzyl-3-((tert-butoxycarbonyl)amino)piperidine